C(C)(=O)OCCCCCC\C=C/CCCC Z-7-Dodecenyl acetate